ethyl 6-(3-amino-2-chloro-6-fluorophenyl)imidazo[1,5-a]pyrazine-1-carboxylate NC=1C(=C(C(=CC1)F)C=1N=CC=2N(C1)C=NC2C(=O)OCC)Cl